O1CCC(CC1)CCOC1=CC=C(C=C1)C1OCCC(C1)C(=O)O [4-(2-tetrahydropyran-4-ylethoxy)phenyl]tetrahydropyran-4-carboxylic acid